C(C=C)(=O)[O-] (E)-acrylate